C1(CC1)C1=NN(C(N1C)=O)C1=CC(=C(C(=O)OC(C)(C)C)C=C1F)F Tert-butyl 4-(3-cyclopropyl-4-methyl-5-oxo-4,5-dihydro-1H-1,2,4-triazol-1-yl)-2,5-difluorobenzoate